C1(CC1)S(=O)(=O)NC=1SC=C(N1)C(C(=O)NC1=C(C=C(C=C1)C1=NC(=CN=C1)OCC)C(F)(F)F)OC 2-(2-(cyclopropanesulfonylamino)thiazol-4-yl)-N-(4-(6-ethoxypyrazin-2-yl)-2-(trifluoromethyl)phenyl)-2-methoxyacetamide